methyl (2R)-2-(4-ethylphenyl)-2-((((5R)-2,7,7-trimethyl-5-phenyl-4,5,6,7-tetrahydropyrazolo[1,5-a]pyrimidin-3-yl)carbonyl)amino)butanoate C(C)C1=CC=C(C=C1)[C@@](C(=O)OC)(CC)NC(=O)C=1C(=NN2C1N[C@H](CC2(C)C)C2=CC=CC=C2)C